C(C)OC(CCCCN1N=C2C(CN(CC2)C(=O)OC(C)(C)C)=C1C(=O)OCC)=O 5-tert-Butyl 3-ethyl 2-(5-ethoxy-5-oxopentyl)-2,4,6,7-tetrahydro-5H-pyrazolo[4,3-c]pyridine-3,5-dicarboxylate